3-[6-chloro-1H-pyrrolo[3,2-c]pyridin-2-yl]-2-methoxypyridine ClC1=CC2=C(C=N1)C=C(N2)C=2C(=NC=CC2)OC